fucose Phosphate P(=O)(O)(O)O.O=C[C@@H](O)[C@H](O)[C@H](O)[C@@H](O)C